CO[C@@H]1CCNC1 (3R,4R)-4-methoxypyrrolidin